FC[C@]1(C[C@]2(CO2)CCC1)CN1C=NC2=C1C=C(C=C2)C#N |r| rac-1-(((3S,5R)-5-(Fluoromethyl)-1-oxaspiro[2.5]octan-5-yl)methyl)-1H-benzo[d]imidazole-6-carbonitrile